Tert-Butyl 7-(((2S,3R)-1-amino-3-(benzyloxy)-1-oxobutan-2-yl)amino)-2-(4-methoxybenzyl)-1-oxo-2,5-diazaspiro[3.4]octane-5-carboxylate NC([C@H]([C@@H](C)OCC1=CC=CC=C1)NC1CN(C2(CN(C2=O)CC2=CC=C(C=C2)OC)C1)C(=O)OC(C)(C)C)=O